COC1C(NC(N1)=O)=O 5-methoxyhydantoin